NC1=C(N[C@H]2CC[C@H](CC2)N2N=CC(=C(C2=O)Cl)Cl)C=CC=C1 Cis-2-[4-(2-aminoanilino)cyclohexyl]-4,5-dichloro-pyridazin-3-one